C(C)OC1=C(C=CC(=C1)F)C(=O)N1CC2(C1)CC(C2)C2=CC(=NN2C2=C(C=CC=C2)C)C (2-ethoxy-4-fluorophenyl)(6-(3-methyl-1-(o-tolyl)-1H-pyrazol-5-yl)-2-azaspiro[3.3]heptan-2-yl)methanone